hexyl-butyl-dimethyl-ammonium dihydrogen phosphate P(=O)(O)(O)[O-].C(CCCCC)[N+](C)(C)CCCC